C[N+]1=C(N=C(C=C1C)C)CCCC[N+](C)(C)C 1,4,6-trimethyl-2-(4-(trimethylammonio)butyl)pyrimidin-1-ium